7-(2-(1-Fluorocyclopropyl)-6,7-dihydrothiazolo[5,4-c]pyridin-5(4H)-yl)-5,6-dimethyl-2-(methyl-d3)-[1,2,4]triazolo[4,3-a]pyrimidin-3(2H)-one FC1(CC1)C=1SC=2CN(CCC2N1)C1=NC=2N(C(=C1C)C)C(N(N2)C([2H])([2H])[2H])=O